gallium tris-phosphonate P([O-])([O-])=O.P([O-])([O-])=O.P([O-])([O-])=O.[Ga+3].[Ga+3]